1-[3-Fluoro-5-(2-methoxy-ethoxy)-2-pyridyl]-7-methoxy-3-methyl-8-(1-methylpyrazol-4-yl)imidazo-[4,5-c]quinolin-2-one FC=1C(=NC=C(C1)OCCOC)N1C(N(C=2C=NC=3C=C(C(=CC3C21)C=2C=NN(C2)C)OC)C)=O